(cyclopropylmethyl)-2-methyl-4-(1-(4-(trifluoromethyl)phenyl)ethoxy)-5,6,7,8-tetrahydropyrido[4,3-d]pyrimidine C1(CC1)CC1NCCC=2N=C(N=C(C21)OC(C)C2=CC=C(C=C2)C(F)(F)F)C